(4R)-7-chloro-10-[3-(4-chloro-3,5-dimethyl-phenoxy)propyl]-4-methyl-2-[1-methyl-5-(trifluoromethyl)indol-3-yl]-6-(1,3,5-trimethylpyrazol-4-yl)-3,4-dihydropyrazino[1,2-a]indol-1-one ClC=1C=CC=2C(=C3N(C2C1C=1C(=NN(C1C)C)C)[C@@H](CN(C3=O)C3=CN(C1=CC=C(C=C31)C(F)(F)F)C)C)CCCOC3=CC(=C(C(=C3)C)Cl)C